P(=O)(OCCCCC)(OCCCCC)Cl diamyl chlorophosphate